1,1-diethoxy-2-{[(Z)-(2-bromo-4-fluorophenyl)methylidene]amino}ethane C(C)OC(C\N=C/C1=C(C=C(C=C1)F)Br)OCC